ethyl-3-(5-benzothienyl)-2-chloro-3-hydroxypropionate C(C)OC(C(C(O)C=1C=CC2=C(C=CS2)C1)Cl)=O